[4-[3-(difluoromethyl)-5-methoxy-pyrazol-1-yl]phenyl]methylamine FC(C1=NN(C(=C1)OC)C1=CC=C(C=C1)CN)F